tert-butyl 3-hydroxy-3-(((S)-1-methoxy-3-methyl-1-oxobutan-2-yl)carbamoyl)pyrrolidine-1-carboxylate OC1(CN(CC1)C(=O)OC(C)(C)C)C(N[C@H](C(=O)OC)C(C)C)=O